(R)-5-(1-(tert-butoxycarbonyl)piperidine-2-carboxamido)-2-methylbenzoic acid C(C)(C)(C)OC(=O)N1[C@H](CCCC1)C(=O)NC=1C=CC(=C(C(=O)O)C1)C